isopropyl-(E)-3-{6-[(E)-1-(4-methylphenyl)-3-pyrrolidin-1-yl-prop-1-enyl]pyridin-2-yl}prop-2-enoic acid methyl ester COC(\C(=C\C1=NC(=CC=C1)\C(=C\CN1CCCC1)\C1=CC=C(C=C1)C)\C(C)C)=O